N-methoxy-N-methyl-2-(2,2,2-trifluoroethoxy)pyridine-4-carboxamide CON(C(=O)C1=CC(=NC=C1)OCC(F)(F)F)C